N\C(=C(\C#N)/CC(OC)OC)\C=1C=NNC1 (E)-2-(amino(1H-pyrazol-4-yl)methylene)-4,4-dimethoxybutyronitrile